[Si](C)(C)(C(C)(C)C)OCCC1=CN(C2=CC=CC=C12)C(CCCCCCC\C=C/C\C=C/CCCCC)=O (9Z,12Z)-1-(3-(2-((tert-butyldimethylsilyl)oxy)ethyl)-1H-indol-1-yl)octadeca-9,12-dien-1-one